2-methylimidazo[1,2-a]pyridin-7-ol CC=1N=C2N(C=CC(=C2)O)C1